δ-Caprolacton C1(CCCC(C)O1)=O